1-ISOPROPYL-AZETIDINE-2-CARBOXYLIC ACID C(C)(C)N1C(CC1)C(=O)O